N-hexyl chloroformate CCCCCCOC(=O)Cl